4',6-diamino-2-phenylindole hydrochloride C1=CC(=CC=C1C2=CC3=C(N2)C=C(C=C3)N)N.Cl